(R)-N-(1-(3-(difluoromethyl)-2-fluorophenyl)ethyl)-6-morpholinoquinolin-4-amine FC(C=1C(=C(C=CC1)[C@@H](C)NC1=CC=NC2=CC=C(C=C12)N1CCOCC1)F)F